thymyl 2-furoate O1C(=CC=C1)C(=O)OC1=CC(C)=CC=C1C(C)C